FC(C1=NC=CC(=C1)N1C[C@@H](CC1)C=O)(F)F [1-(2-trifluoromethyl-pyridin-4-yl)-pyrrolidin-3(R)-yl]-methanone